FC1(CN(CCC1N1C(N(C=2C=NC=3C=CC(=CC3C21)C=2C=NC(=CC2)OC)C)=O)C)F 1-(3,3-difluoro-1-methylpiperidin-4-yl)-8-(6-methoxypyridin-3-yl)-3-methyl-1,3-dihydro-2H-imidazo[4,5-c]quinolin-2-one